(2,4-dichlorophenoxy)-1-(4-((perfluorophenyl)sulfonyl)piperazin-1-yl)ethan-1-one ClC1=C(OCC(=O)N2CCN(CC2)S(=O)(=O)C2=C(C(=C(C(=C2F)F)F)F)F)C=CC(=C1)Cl